3-((S)-3-((R)-8-(3,4-dihydro-2H-pyrano[2,3-b]pyridin-6-ylsulfonyl)-1-oxa-8-azaspiro[4.5]decan-3-ylamino)-2-hydroxypropoxy)-N-methylbenzenesulfonamide O1CCCC=2C1=NC=C(C2)S(=O)(=O)N2CCC1(C[C@H](CO1)NC[C@@H](COC=1C=C(C=CC1)S(=O)(=O)NC)O)CC2